ClC1=C(C=C(CN(C(CC)=O)C)C=C1)NC(CC)=O N-(4-chloro-3-propanamidobenzyl)-N-methylpropanamide